ClC1=C(C(=NC(=N1)S(=O)(=O)C)N(C1=NN(C(=C1)C)C1OCCCC1)CC1=CC=C(C=C1)OC)C1CC1 6-chloro-5-cyclopropyl-N-(4-methoxybenzyl)-N-(5-methyl-1-(tetrahydro-2H-pyran-2-yl)-1H-pyrazol-3-yl)-2-(methylsulfonyl)pyrimidin-4-amine